CN(/C(=C/C(=O)NC1=CC=C(C(=O)O)C=C1)/C)C (E)-4-(3-(dimethylamino)-2-butenamido)benzoic acid